ClC=1SC=C(N1)CCl 2-chloro-4-(chloromethyl)thiazole